ClC=1C=CC=2N(N1)C(=CN2)C2=CC=CC(=N2)NC2C(CN(C2)C(=O)OC(C)(C)C)(F)F tert-butyl 4-((6-(6-chloroimidazo[1,2-b]pyridazin-3-yl)pyridin-2-yl)amino)-3,3-difluoropyrrolidine-1-carboxylate